7-bromospiro[chromane-3,1'-cyclopentane] BrC1=CC=C2CC3(CCCC3)COC2=C1